CC1=C(C(=C(C(=C1CC1=CC(=C(C(=C1)C(C)(C)C)O)C(C)(C)C)C)CC1=CC(=C(C(=C1)C(C)(C)C)O)C(C)(C)C)C)CC1=CC(=C(C(=C1)C(C)(C)C)O)C(C)(C)C 1,3,5-trimethyl-2,4,6-tris-(3,5-di-tert-butyl-4-hydroxybenzyl)-benzene